2-(phenyldisulfaneyl)pyridine C1(=CC=CC=C1)SSC1=NC=CC=C1